pyrimidyl-sodium N1=C(N=CC=C1)[Na]